N1=C(C=CC=C1)C=1N(CC=CC1)C(=O)OC(C)(C)C tert-butyl bipyridyl-1'-carboxylate